benzyl-4-[(3R,5S)-5-[[2-(2,6-dioxo-3-piperidyl)-1,3-dioxo-isoindolin-5-yl]oxymethyl]-1-methyl-pyrrolidin-3-yl]piperazine-1-carboxylate C(C1=CC=CC=C1)OC(=O)N1CCN(CC1)[C@H]1CN([C@@H](C1)COC=1C=C2C(N(C(C2=CC1)=O)C1C(NC(CC1)=O)=O)=O)C